N[C@@H]1C([C@H](CC1)C(=O)O)=C(F)F (1S,3S)-3-amino(difluoromethylidene)cyclopentane-1-carboxylic acid